N1=CC=C(C2=CC=CC=C12)N1CCN(CC1)C(=O)C1CN(CC1)S(=O)(=O)C1=CC=C(C=C1)NC(C)=O N-(4-((3-(4-(quinolin-4-yl)piperazine-1-carbonyl)pyrrolidin-1-yl)sulfonyl)phenyl)acetamide